NCCNCCC[Si](OC(C)C)(OC(C)C)OC(C)C N-(2-aminoethyl)-3-aminopropyltriisopropoxysilane